N(=C=O)CC1CC(C(CC1)CN=C=O)CN=C=O 1,3,4-tri(isocyanatomethyl)cyclohexane